C(N)(OC[C@H](NC(=O)NC=1N=C(SC1)C#C)C1=CC=C(C=C1)C1=CC=CC2=NSN=C21)=O (R)-2-(4-(benzo[c][1,2,5]thiadiazol-4-yl) phenyl)-2-(3-(2-ethynylthiazol-4-yl)-ureido)-ethyl carbamate